(3S,4R,5S,6R)-6-(acetoxymethyl)-3-(2-cyclohexylacetamido)tetrahydro-2H-pyran-2,4,5-triyl triacetate C(C)(=O)OC1O[C@@H]([C@H]([C@@H]([C@@H]1NC(CC1CCCCC1)=O)OC(C)=O)OC(C)=O)COC(C)=O